C(=O)(OC(C)(C)C)N1CCN(CC1)C(=O)Cl 4-Boc-1-piperazinecarbonyl chloride